trifluoro-isopropanol FC(C(C)(O)F)F